COCCCC1(CCCCCCC1)CN1N=CC(=C1C)B1OC(C(O1)(C)C)(C)C 1-[[1-(3-methoxypropyl)cyclooctyl]methyl]-5-methyl-4-(4,4,5,5-tetramethyl-1,3,2-dioxaborolan-2-yl)pyrazole